N1(CCC1)CC1(CCOCC1)CNC(=O)C1=CC2=C(S1)CCCCCC2 N-[[4-(azetidin-1-ylmethyl)oxan-4-yl]methyl]-4,5,6,7,8,9-hexahydrocycloocta[b]thiophene-2-carboxamide